4-(1-cyanocyclopropyl)-phenylboronic acid C(#N)C1(CC1)C1=CC=C(C=C1)B(O)O